[C@@H]12NCC[C@H]([C@H]2C1)C1=CC=C(C=C1)C1=CC(=CC2=CC(=CC=C12)C1=CC=C(C=C1)C(F)(F)F)C(=O)O |r| rac-4-(4-((1R,5R,6R)-2-Azabicyclo[4.1.0]heptan-5-yl)phenyl)-7-(4-(trifluoromethyl)phenyl)-2-naphthoic acid